4-{4-[1-(2-hydroxyethyl)-1H-pyrazol-4-yl]-1-methyl-1H-imidazol-2-yl}-1-methyl-1H-pyrazolo[4,3-c]pyridine-6-carboxamide OCCN1N=CC(=C1)C=1N=C(N(C1)C)C1=NC(=CC2=C1C=NN2C)C(=O)N